C(\C(\C)=C/C)(=O)Cl angelic acid chloride